OC1=CC=C(C=C1)N1CCN(CC1)C(=O)C1=C2C=CNC2=CC=C1 [4-(4-Hydroxyphenyl)-piperazin-1-yl]-(1H-indol-4-yl)-methanone